ClC1=C(C(=O)N2COC3=C(C2)C=CC=C3C3=CC(=C(C(=O)OC)C=C3F)N3C2COCC3CC2)C(=CC(=C1)C=1C2=C(C(=NC1)OC)N(N=N2)C)Cl methyl 4-[3-[2,6-dichloro-4-(4-methoxy-3-methyltriazolo[4,5-c]pyridin-7-yl)benzoyl]-2,4-dihydro-1,3-benzoxazin-8-yl]-5-fluoro-2-(3-oxa-8-azabicyclo[3.2.1]octan-8-yl)benzoate